C1(=CC=CC2=CC=CC=C12)C1=C2C=CC=CC2=C(C2=CC=CC=C12)C1=CC=C(C=C1)C1=CC=C(C=C1)C=1C2=CC=CC=C2C(=C2C=CC=CC12)C1=CC=CC2=CC=CC=C12 4,4'-bis[10-(naphthalen-1-yl)anthracen-9-yl]biphenyl